(R)-3-((benzyloxy)carbonyl)-2-oxoimidazolidine-4-carboxylic acid C(C1=CC=CC=C1)OC(=O)N1C(NC[C@@H]1C(=O)O)=O